6-Octadien-3-ol CC/C(=C\C/C=C/C)/O